1,6-bis(benzoylperoxy-carbonyloxy)hexane C(C1=CC=CC=C1)(=O)OOC(=O)OCCCCCCOC(=O)OOC(C1=CC=CC=C1)=O